(4-isopropoxy-3-nitrophenyl)(4-(4-((6-(trifluoromethyl)pyridazin-3-yl)oxy)phenyl)piperidin-1-yl)-methanone C(C)(C)OC1=C(C=C(C=C1)C(=O)N1CCC(CC1)C1=CC=C(C=C1)OC=1N=NC(=CC1)C(F)(F)F)[N+](=O)[O-]